BrC1=C(C=C2CCN3C(C2=C1)=C(N=C3C(=O)N3[C@](CCC3)(C(=O)N)C)C=3SC=CC3)OC (R)-1-(9-bromo-8-methoxy-1-(thiophen-2-yl)-5,6-dihydroimidazo[5,1-a]isoquinoline-3-carbonyl)-2-methylpyrrolidine-2-carboxamide